(4-(4-methyl-4H-1,2,4-triazol-3-yl)piperidin-1-yl)benzonitrile CN1C(=NN=C1)C1CCN(CC1)C1=C(C#N)C=CC=C1